C(CCCC)C1=CC=CC=C1 n-pentylbenzene